tert-Butyl (8-(3-bromo-2-methylphenyl)-1-methyl-2-oxo-2,3,4,5-tetrahydro-1H-benzo[b]azepin-5-yl)(2-((tert-butoxycarbonyl)oxy)ethyl)carbamate BrC=1C(=C(C=CC1)C=1C=CC2=C(N(C(CCC2N(C(OC(C)(C)C)=O)CCOC(=O)OC(C)(C)C)=O)C)C1)C